CN1C(=NC=2C1=C1C(=NC2)C=CS1)CN1C(CCC1)=O ((1-methyl-1H-imidazo[4,5-d]thieno[3,2-b]pyridin-2-yl)methyl)pyrrolidin-2-one